L-lysyl-L-aspartic acid N[C@@H](CCCCN)C(=O)N[C@@H](CC(=O)O)C(=O)O